N1=CC=C(C=C1)N1CCC(CC1)C(=O)O 1-(pyridin-4-yl)piperidine-4-carboxylic acid